6-(2,6-Difluoro-4-(2-methyl-2H-indazol-4-yl)benzyl)-5-oxo-5,6-dihydropyrido[4,3-d]pyrimidine-8-carboxylic acid FC1=C(CN2C(C3=C(N=CN=C3)C(=C2)C(=O)O)=O)C(=CC(=C1)C=1C2=CN(N=C2C=CC1)C)F